C(C)(C)C1=C(NC2=CC=C(C=C12)OC1CCN(CC1)C(C)C)C=1C=C(C=2N(C1)N=CN2)OC 6-(3-Isopropyl-5-((1-isopropylpiperidin-4-yl)oxy)-1H-indol-2-yl)-8-methoxy-[1,2,4]triazolo[1,5-a]pyridin